C(C)(C)(C)OC(=O)N1[C@H](CC(C[C@@H]1C)OC1=CC=C(C=C1)C=1C(=NC(=C(C1)C=1C=C2CCNC(C2=CC1)=O)N)F)C.BrCCCC=1SC=CC1 2-(3-bromopropyl)thiophene tert-butyl-(2S,6S)-4-(4-(6-amino-2-fluoro-5-(1-oxo-1,2,3,4-tetrahydroisoquinolin-6-yl)pyridin-3-yl)phenoxy)-2,6-dimethylpiperidine-1-carboxylate